(1r,4r)-4-(3,3-difluoropyrrolidin-1-yl)cyclohexan-1-amine FC1(CN(CC1)C1CCC(CC1)N)F